3-Methoxy-N-methyl-1-(4-(trifluoromethyl)phenyl)-1H-indazole-5-sulfonamide COC1=NN(C2=CC=C(C=C12)S(=O)(=O)NC)C1=CC=C(C=C1)C(F)(F)F